tert-Butyl 2,3-dihydro-1H-pyrrolo[3,2-c]pyridine-1-carboxylate N1(CCC=2C=NC=CC21)C(=O)OC(C)(C)C